C(C)(=O)N1CC2(CCOCC2)C2=CC=C(C=C12)OC(C1=C(C(=CC=C1)N(C1CCOCC1)CC)C)=O (1-acetyl-2',3',5',6'-tetrahydrospiro[indoline-3,4'-pyran]-6-yl)-3-(ethyl (tetrahydro-2H-pyran-4-yl) amino)-2-methylbenzoate